cis-7-Bromo-3-[[tert-butyl(dimethyl)silyl]oxymethyl]-3a,4-dihydro-3H-oxazolo[4,3-c][1,4]benzoxazin-1-one BrC1=CC2=C(N3[C@@H](CO2)[C@@H](OC3=O)CO[Si](C)(C)C(C)(C)C)C=C1